BrC=1N=C(C(=NC1)NC1CN(CC1)C(=O)[O-])OC 3-(5-bromo-3-methoxypyrazin-2-ylamino)pyrrolidine-1-carboxylate